C(C)(C)(C)OC(=O)N1CCN(CC1)C=1C=NC(=CC1)N 4-(6-amino-3-pyridyl)piperazine-1-carboxylic acid tert-butyl ester